6-(cyclobutoxy)-1-methyl-4-[4-methyl-4-(5-methyl-1,3-benzooxazol-2-yl)piperidin-1-yl]-2-oxo-1,2-dihydroquinoline-3-carbonitrile C1(CCC1)OC=1C=C2C(=C(C(N(C2=CC1)C)=O)C#N)N1CCC(CC1)(C=1OC2=C(N1)C=C(C=C2)C)C